5-ethyl-N-[(2S,4S)-2-methylpiperidin-4-yl]1,2-thiazole-3-carboxamide hydrochloride Cl.C(C)C1=CC(=NS1)C(=O)N[C@@H]1C[C@@H](NCC1)C